C(C)(C)N([C@@H](C)C(=O)O)P(=O)(OC1=CC=CC=C1)OC1=C(C(=C(C(=C1F)F)F)F)F.OC1=C(C=CC(=C1)O)C(C)=O 1-(2,4-dihydroxyphenyl)ethane-1-one isopropyl-((perfluorophenoxy)(phenoxy)phosphoryl)-L-alaninate